{[5-(3-chlorophenyl)-3-hydroxypyridine-2-carbonyl]amino}-acetic acid ClC=1C=C(C=CC1)C=1C=C(C(=NC1)C(=O)NCC(=O)O)O